CCS(=O)(=O)OC1(CCN(CC1)NC1=C2C(=NC=C1[N+](=O)[O-])N(C=C2)S(=O)(=O)C2=CC=C(C)C=C2)C (4-methyl-1-((5-nitro-1-p-toluenesulfonyl-1H-pyrrolo[2,3-b]pyridin-4-yl) amino) piperidin-4-yl) methylmethanesulfonate